IC=1C=CC(=C(C1)N1C(NC(CC1)=O)=O)C 1-(5-iodo-2-methylphenyl)dihydropyrimidine-2,4(1H,3H)-dione